C1(CC1)CS(=O)(=O)C1=CC(=C(C=C1)C(CO)C1=NC2=C(N1)C=C(C(=C2Cl)C2=C(C=CC=C2)OC(F)F)Cl)F 2-(4-((cyclopropylmethyl)sulfonyl)-2-fluorophenyl)-2-(4,6-dichloro-5-(2-(difluoromethoxy)phenyl)-1H-benzo[d]imidazol-2-yl)ethanol